CC1=C(C(=CC=C1)[N+](=O)[O-])N1CC(CC1)O 1-(2-methyl-6-nitro-phenyl)pyrrolidin-3-ol